cobalt copper phosphorus [P].[Cu].[Co]